C(C)OC(CC(=O)C1CCN(CC1)C1=CC=C(C(=O)OC(C)(C)C)C=C1)=O tert-Butyl 4-(4-(3-ethoxy-3-oxopropanoyl)piperidin-1-yl)benzoate